C(CCCCCCC)OC(C(=C)C)=O n-Octylmethacrylat